C1(CCC1)C1CC(C=2C(C3=CC=C(C=C3NC2C1)C)=O)=O 3-cyclobutyl-6-methyl-3,4-dihydroacridine-1,9(2H,10H)-dione